3,6-dibromophenanthrene-9,10-diol BrC=1C=CC=2C(=C(C3=CC=C(C=C3C2C1)Br)O)O